FC1=CC=C(C=C1)C=1C=2N(CCN1)C(=NN2)C 8-(4-fluorophenyl)-3-methyl-5,6-dihydro-[1,2,4]triazolo[4,3-a]pyrazin